N1C[C@@H](CCC1)NC(OC(C)(C)C)=O |r| 1,1-dimethylethyl (+/-)-3-piperidinylcarbamate